fluorodiazole FC1=NNC=C1